5-fluoro-2-(((3S,4R)-3-hydroxytetrahydro-2H-pyran-4-ylamino)pyrimidin-4-yl)-4-isopropylquinoline-3-carboxylic acid FC1=C2C(=C(C(=NC2=CC=C1)C1=NC(=NC=C1)N[C@H]1[C@@H](COCC1)O)C(=O)O)C(C)C